3-(5-(((1S,2S)-2-amino-5,5-difluorocyclohexyl)methyl)-1-oxoisoindolin-2-yl)piperidine-2,6-dione N[C@@H]1[C@H](CC(CC1)(F)F)CC=1C=C2CN(C(C2=CC1)=O)C1C(NC(CC1)=O)=O